NC1=CC=C(C=C1)C=1C2=CC=C(N2)C(=C2C=CC(C(=C3C=CC(=C(C=4C=CC1N4)C4=C(C(=C(C(=C4F)F)F)F)F)N3)C3=CC=C(C=C3)N)=N2)C2=C(C(=C(C(=C2F)F)F)F)F 5,15-bis(4-aminophenyl)-10,20-bis(pentafluorophenyl)porphyrin